C(C)(C)(C)C1=NNC(=C1)NC(C(C)C1=NN(C=C1)C1=CC(=CC=C1)Cl)=O N-(3-(tert-butyl)-1H-pyrazol-5-yl)-2-(1-(3-chlorophenyl)-1H-pyrazol-3-yl)propanamide